ClC1=C(C(=NN1CC)C1=NOC(=C1)C)CC(=O)NC1CCC2(CCN(CC2)CCC(C)(C)C)CC1 2-(5-Chloro-1-ethyl-3-(5-methylisoxazol-3-yl)-1H-pyrazol-4-yl)-N-(3-(3,3-dimethylbutyl)-3-azaspiro[5.5]undecan-9-yl)acetamide